2-(4-(5-Amino-4-cyano-1-(1-methylcyclopropyl)-1H-pyrazol-3-yl)-3-fluorophenyl)acetic acid NC1=C(C(=NN1C1(CC1)C)C1=C(C=C(C=C1)CC(=O)O)F)C#N